O=C1CC2(CC1)CCN(CC2)C(=O)OC(C)(C)C tert-butyl 2-oxo-8-azaspiro[4.5]decane-8-carboxylate